C(C)(C)(C)[C@@H]1C(CCCC1)=O |r| (+-)-2-TERT-BUTYL-1-CYCLOHEXANONE